CC1=NC(=CC2=C1N(C1=CC=C(C=C21)N)C)\C=C\C2=CC=NC1=CC=CC=C21 (E)-1,9-dimethyl-6-amino-3-(2-(quinolin-4-yl)vinyl)-9H-pyrido[3,4-b]indole